C(C)(=O)O[C@@H]1C[C@@H]2CC(CC[C@@]2([C@H]2CC[C@@]3([C@H](CC[C@H]3[C@H]12)[C@@H](CCCCC(=O)O)C)C)C)=O (R)-6-((5R,7R,8R,9S,10S,13R,14S,17R)-7-acetoxy-10,13-dimethyl-3-oxohexadecahydro-1H-cyclopenta[a]phenanthren-17-yl)heptanoic acid